C12(NCCC(CC1)C2)CO azabicyclo[3.2.1]oct-1-ylmethanol